N1N=CC(=C1)CCNC1=NC(=NC(=C1C)C)C(=O)N1CC(CC1)C1=CC=CC=C1 (4-((2-(1H-pyrazol-4-yl)ethyl)amino)-5,6-dimethylpyrimidin-2-yl)(3-phenylpyrrolidin-1-yl)methanone